N[C@@H](C)C(=O)OCCCCCCCCCCCCCCCCCC octadecyl L-alaninate